ONC(=O)C=1C=NC=2CN(CCC2C1)C1CC2(C1)CCNCC2 N-hydroxy-7-(7-azaspiro[3.5]nonan-2-yl)-5,6,7,8-tetrahydro-1,7-naphthyridine-3-carboxamide